P(=O)(OC1=CC=CC=C1)(OC(C1=C(C=C(C=C1C)C)C)=O)[O-].[Li+] lithium Phenyl (2,4,6-trimethylbenzoyl) phosphate